ClC1=C(C=C(C(=C1)C)N=C=O)N=C=O 4-Chloro-6-methyl-m-phenylendiisocyanat